[Si](C)(C)(C(C)(C)C)OC1CC2(C1)CCN(CC2)C=2C=C1C3(C(N(C1=CC2)C2=C(C(=O)N)C(=CC=C2)Cl)=O)CCCCC3 2-(5'-(2-((tert-butyldimethylsilyl)oxy)-7-azaspiro[3.5]nonan-7-yl)-2'-oxospiro[cyclohexane-1,3'-indolin]-1'-yl)-6-chlorobenzamide